1-((1R,3S)-3-(5-amino-1-(tert-butyl)-1H-pyrazol-3-yl)cyclopentyl) 2-(tert-butyl) 2-ethyl-1-methylhydrazine-1,2-dicarboxylate C(C)N(N(C(=O)O[C@H]1C[C@H](CC1)C1=NN(C(=C1)N)C(C)(C)C)C)C(=O)OC(C)(C)C